4-(3-((((1S,3S)-3-aminocyclohexyl)methyl)amino)-1-(2-fluoro-4-((S)-3-methoxypyrrolidin-1-yl)phenyl)-1H-pyrazol-5-yl)-2-fluorobenzonitrile N[C@@H]1C[C@H](CCC1)CNC1=NN(C(=C1)C1=CC(=C(C#N)C=C1)F)C1=C(C=C(C=C1)N1C[C@H](CC1)OC)F